methyl (S)-3-((1-(2-((3-(2-((1,5-dimethyl-1H-pyrazol-3-yl) amino)-5-methylpyrimidin-4-yl)-1H-indol-7-yl) amino)-2-oxoethyl) pyrrolidin-3-yl) oxy)-1H-pyrrole-2-carboxylate CN1N=C(C=C1C)NC1=NC=C(C(=N1)C1=CNC2=C(C=CC=C12)NC(CN1C[C@H](CC1)OC1=C(NC=C1)C(=O)OC)=O)C